2-(5-(((5-cyclopropyl-7-(3,3,4,4-tetrafluoropyrrolidin-1-yl)-5H-pyrrolo[3,2-d]pyrimidin-2-yl)thio)methyl)-2-fluorophenyl)acetic acid C1(CC1)N1C=C(C=2N=C(N=CC21)SCC=2C=CC(=C(C2)CC(=O)O)F)N2CC(C(C2)(F)F)(F)F